3-Chloro-6-(2-chloro-5-(methylthio)-4-(trifluoromethyl)phenyl)-5-fluoropicolinic acid ClC=1C(=NC(=C(C1)F)C1=C(C=C(C(=C1)SC)C(F)(F)F)Cl)C(=O)O